C1(CC1)CN1CC2=CC(=CC=C2CC1)N(C=1C=CC(N(C1)C)=O)C(C[2H])C[2H] 5-((2-(cyclopropylmethyl)-1,2,3,4-tetrahydroisoquinolin-7-yl)(propan-2-yl-1,3-d2)amino)-1-methylpyridin-2(1H)-one